1-(2,6-dibromo-4-chlorophenyl)pyrazole-4-carbaldehyde BrC1=C(C(=CC(=C1)Cl)Br)N1N=CC(=C1)C=O